3-bromo-6-(3,4-dichlorophenyl)-1-ethyl-5-methoxycarbonyl-4-oxo-pyridine-2-carboxylic acid BrC1=C(N(C(=C(C1=O)C(=O)OC)C1=CC(=C(C=C1)Cl)Cl)CC)C(=O)O